OC1(CN(CCC1)C(=O)C1=CC=C(C=C1)C1=CC=CN2C1=NC(=CC2=O)C(F)(F)F)C 9-(4-((3-hydroxy-3-methylpiperidin-1-yl)carbonyl)phenyl)-2-(trifluoromethyl)-4H-pyrido[1,2-a]pyrimidin-4-one